FC=1C=C(C=C(C1)F)N=C=O 3,5-difluorophenyl isocyanate